C(C1=CC=CC=C1)NC(=O)C1=NC(=NO1)C=1N(C2=CC=CC(=C2C1)Br)CC(F)(F)F N-benzyl-3-[4-bromo-1-(2,2,2-trifluoroethyl)indol-2-yl]-1,2,4-oxadiazole-5-carboxamide